C(#N)C1=CC(=C(OC2=NC=C(C=C2C(=O)NC2=CC(=CC=C2)SC)C2CCOCC2)C=C1)OC 2-(4-cyano-2-methoxy-phenoxy)-N-(3-methylsulfanylphenyl)-5-tetrahydropyran-4-yl-pyridine-3-carboxamide